C(C)(C)OC=1C=CC=C2C(=NC(=NC12)O)O 8-isopropoxy-quinazolin-2,4-diol